ethyl 8-bromo-5-(methylsulfanyl)-7-phenylimidazo[1,2-c]pyrimidine-2-carboxylate BrC=1C=2N(C(=NC1C1=CC=CC=C1)SC)C=C(N2)C(=O)OCC